CC1CC(CCCCCCCCCCC(C1)O)O 3-methyl-1,5-cyclopentadecanediol